BrC1=CC2=C(N=C(N=C2)NC2CN(C2)C(=O)OCCCC)N(C1=O)C butyl 3-((6-bromo-8-methyl-7-oxo-7,8-dihydropyrido[2,3-d]pyrimidin-2-yl)amino)azetidine-1-carboxylate